C(C)(C)(C)C1=C(NC2=CC=C(C=C2)CNO)C=CC=C1 2-(tert-butyl)-N-(4-((hydroxyamino)methyl)phenyl)aniline